(S)-8-(2-amino-6-((R)-1-(4'-chloro-3-(3-methyl-1H-pyrazol-1-yl)-[1,1'-biphenyl]-4-yl)-2,2,2-trifluoroethoxy)pyrimidin-4-yl)-2,8-diazaspiro[4.5]decane-3-carboxylic acid NC1=NC(=CC(=N1)N1CCC2(C[C@H](NC2)C(=O)O)CC1)O[C@@H](C(F)(F)F)C1=C(C=C(C=C1)C1=CC=C(C=C1)Cl)N1N=C(C=C1)C